2-amino-4-anilino-6-(chlorodifluoromethyl)-1,3,5-triazine NC1=NC(=NC(=N1)NC1=CC=CC=C1)C(F)(F)Cl